C(#N)C1=CC(=NN1C1CCC(CC1)(F)F)NC(C1=C(C=C(C=C1)NS(=O)(=O)CCO)N1CCC(CC1)=C(F)F)=O N-(5-cyano-1-(4,4-difluorocyclohexyl)-1H-pyrazol-3-yl)-2-(4-(difluoromethylene)piperidin-1-yl)-4-((2-hydroxyethyl)sulfonamido)benzamide